COC1=CC2=C(C=C1)C(=CN2)C3=NC=CS3 The molecule is an indole phytoalexin that is camalexin in which the hydrogen at position 6 on the indole fragment has been replaced by a methoxy group. It has a role as an Arabidopsis thaliana metabolite. It is an aromatic ether, a member of 1,3-thiazoles and an indole phytoalexin. It derives from a camalexin.